methyl 4-(2-(2-aminopyridin-3-yl)-5-(5-cyanopyridin-2-yl)-3H-imidazo[4,5-b]pyridin-3-yl)benzoate NC1=NC=CC=C1C1=NC=2C(=NC(=CC2)C2=NC=C(C=C2)C#N)N1C1=CC=C(C(=O)OC)C=C1